tertbutyl 4-(3-aminopropyl)piperidine-1-carboxylate NCCCC1CCN(CC1)C(=O)OC(C)(C)C